N-(4-Ethoxyphenyl)-N1-(4-isopropylphenyl)-6-morpholin-4-yl-[1,3,5]triazine-2,4-diamine C(C)OC1=CC=C(C=C1)NC1N(C(=NC(=N1)N)N1CCOCC1)C1=CC=C(C=C1)C(C)C